C1(CCC1)CC1=CNC=2N=CN=C(C21)N[C@H]2CN(CCC2)C(C=C)=O (R)-1-(3-((5-(cyclobutylmethyl)-7H-pyrrolo[2,3-d]pyrimidin-4-yl)amino)piperidin-1-yl)prop-2-en-1-one